N-(4-(2-(2-aminopyridin-3-yl)-5-(4-morpholinophenyl)-3H-imidazo[4,5-b]pyridin-3-yl)benzyl)-2-(4-formyl-3-hydroxyphenyl)acetamide NC1=NC=CC=C1C1=NC=2C(=NC(=CC2)C2=CC=C(C=C2)N2CCOCC2)N1C1=CC=C(CNC(CC2=CC(=C(C=C2)C=O)O)=O)C=C1